(7S)-4,7,8-trimethyl-2-(((1-((S)-2-methylbutyl)-1H-pyrazol-4-yl)methyl)amino)-7,8-dihydropteridin-6(5H)-one CC1=NC(=NC=2N([C@H](C(NC12)=O)C)C)NCC=1C=NN(C1)C[C@H](CC)C